ClC1=CC(=CC(=N1)C#N)C(F)(F)F 6-chloro-4-(trifluoromethyl)pyridine-2-carbonitrile